2-[(6-fluoro-3-morpholinosulfonyl-4-quinolyl)amino]benzoic acid FC=1C=C2C(=C(C=NC2=CC1)S(=O)(=O)N1CCOCC1)NC1=C(C(=O)O)C=CC=C1